COC(CCCCCCCC)=O.C(CCCCCCC)(=O)OCC ethyl octanoate methyl-pelargonate